FC1=C(C=C(C=N1)NC(O[C@@H](COC1=CC(=C2C(=N1)SC(=N2)C2=C1N=CC(=NC1=CC(=C2)C)OC)C)C)=O)C (R)-1-((2-(2-methoxy-7-methylquinoxalin-5-yl)-7-methylthiazolo[5,4-b]pyridin-5-yl)oxy)propan-2-yl (6-fluoro-5-methylpyridin-3-yl)carbamate